ClC1=CC=C(C=C1)C1=CC(=NC(=N1)C=1C=NC=CC1)N1C[C@H]([C@@H](CC1)O)F (3R,4R)-1-(6-(4-chlorophenyl)-2-(pyridin-3-yl)pyrimidin-4-yl)-3-fluoropiperidin-4-ol